IC=1C=C(C(=O)NC2=CC=C(C=C2)S(=O)(=O)N2[C@H](CNCC2)C)C=CC1OC (+)-(S)-3-iodo-4-methoxy-N-(4-((2-methylpiperazin-1-yl)sulfonyl)phenyl)benzamide